methyl 2-(3-ethoxy-1-ethynylcyclobutyl)acetate C(C)OC1CC(C1)(C#C)CC(=O)OC